O.Br.ClC1=C(C(=CC=C1)Cl)CC(=O)N1[C@H](C2=CC=CC(=C2C[C@@H]1CO)C=1C=NN(C1)C)C 2-(2,6-dichlorophenyl)-1-((1s,3r)-3-(hydroxymethyl)-1-methyl-5-(1-methyl-1H-pyrazol-4-yl)-3,4-dihydroisoquinolin-2(1H)-yl)ethan-1-one hydrobromide monohydrate